C(C)C(C(C(=O)[O-])=C(CCO)CC1=CC=CC=C1)(CC)CC.[NH4+] ammonium (tri-ethylbenzyl (2-hydroxyethyl) methacrylate)